1-hydroxy-2-(2,2,2-trifluoroethan-1-on-1-yl)-3H-naphtho[2,1-b]pyran OC=1C2=C(OCC1C(C(F)(F)F)=O)C=CC1=CC=CC=C12